2-(4-cyclopropyl-6-methoxypyrimidin-5-yl)-4-((4-(1-methyl-4-(trifluoromethyl)-1H-imidazol-2-yl)benzyl)oxy)pteridin-7(8H)-one C1(CC1)C1=NC=NC(=C1C1=NC=2NC(C=NC2C(=N1)OCC1=CC=C(C=C1)C=1N(C=C(N1)C(F)(F)F)C)=O)OC